C(#N)C(C)(C)C=1C=CC=2N(C1)C(=C(N2)C(=O)O)S(=O)(=O)CC 6-(1-cyano-1-methyl-ethyl)-3-ethylsulfonyl-imidazo[1,2-a]Pyridine-2-carboxylic acid